C[C@H]1CCC(N1C1CCNCC1)=O (S)-5-methyl-1-(piperidin-4-yl)pyrrolidin-2-one